Ethyl 6-bromoimidazo[1,2-a]pyridine-2-carboxylate BrC=1C=CC=2N(C1)C=C(N2)C(=O)OCC